ClC=1C=C(C=C(C1)NS(=O)(=O)C)C1=NN(C=C1C(=O)N)C1=NC=C(C=C1)N1CCN(CC1)C(C(C)C)=O (3-chloro-5-(methylsulfonylamino)phenyl)-1-(5-(4-isobutyrylpiperazin-1-yl)pyridin-2-yl)-1H-pyrazole-4-carboxamide